N-(3-chloro-4-fluorophenyl)-2-(5-hydroxy-5-((methylsulfonyl)methyl)octahydropentalen-2-yl)-6,7-dihydro-5H-pyrrolo[1,2-a]imidazole ClC=1C=C(C=CC1F)N1C2N(C=C1C1CC3CC(CC3C1)(CS(=O)(=O)C)O)CCC2